FC1=CC=C(C=C1)C1=CN=C(O1)S(=O)(=O)C 5-(4-fluorophenyl)-2-(methylsulfonyl)oxazole